COC1=C(NCC#CC=2N=C3N(C=CC=C3[C@@H]3NC=4N(CC3)N=CC4)C2CC(F)(F)F)C=CC(=C1)S(=O)(=O)C (R)-2-methoxy-4-(methylsulfonyl)-N-(3-(8-(4,5,6,7-tetrahydropyrazolo[1,5-a]pyrimidin-5-yl)-3-(2,2,2-trifluoroethyl)imidazo[1,2-a]pyridin-2-yl)prop-2-yn-1-yl)aniline